(S)-2-((4,11-diethyl-4-hydroxy-3,14-dioxo-3,4,12,14-tetrahydro-1H-pyrano[3',4':6,7]indolizino[1,2-b]quinolin-9-yl)oxy)acetohydrazide C(C)[C@]1(C(OCC=2C(N3CC=4C(=NC=5C=CC(=CC5C4CC)OCC(=O)NN)C3=CC21)=O)=O)O